tert-butyl N-{4-[8-bromo-3-(2,2,2-trifluoroethyl)imidazo[1,2-a]pyridin-2-yl]but-3-yn-1-yl}carbamate BrC=1C=2N(C=CC1)C(=C(N2)C#CCCNC(OC(C)(C)C)=O)CC(F)(F)F